(S)-2-((1-(3-(bis(4-fluorophenyl)methyl)-1-methyl-1,2,4-triazol-5-yl)ethyl)carbamoyl)-4-methoxypyridin-3-yl isobutyl carbonate C(OC=1C(=NC=CC1OC)C(N[C@@H](C)C1=NC(=NN1C)C(C1=CC=C(C=C1)F)C1=CC=C(C=C1)F)=O)(OCC(C)C)=O